CC1C(O1)O 3-epoxypropyl alcohol